5-chloro-2-(2-methoxy-4-(trifluoromethyl)pyrimidine-5-yl)benzaldehyde ClC=1C=CC(=C(C=O)C1)C=1C(=NC(=NC1)OC)C(F)(F)F